ClCC=1C=CC2=C(C=C(O2)C2=CC=C(C=C2)OC)C1 5-chloromethyl-2-(4-methoxyphenyl)benzofuran